The molecule is a branched hexasaccharide consisting of a linear sequence of beta-D-galactose, N-acetyl-beta-D-glucosamine, beta-D-mannose and N-acetyl-D-glucosamine residues linked (1->4), (1->3) and (1->4), to the galactose residue of which is (1->6)-linked a beta-D-galactosyl-(1->4)-N-acetyl-beta-D-glucosaminyl disaccharide unit. It has a role as an epitope. It is an amino hexasaccharide and a glucosamine oligosaccharide. CC(=O)N[C@@H]1[C@H]([C@@H]([C@H](O[C@H]1OC[C@@H]2[C@@H]([C@@H]([C@H]([C@@H](O2)O[C@@H]3[C@H](OC([C@@H]([C@H]3O)NC(=O)C)O)CO)O)O[C@H]4[C@@H]([C@H]([C@@H]([C@H](O4)CO)O[C@H]5[C@@H]([C@H]([C@H]([C@H](O5)CO)O)O)O)O)NC(=O)C)O)CO)O[C@H]6[C@@H]([C@H]([C@H]([C@H](O6)CO)O)O)O)O